C1(CCCC2CCCCC12)O decalin-1-ol